C(C1=CC=CC=C1)N(C(CC)=O)C N-benzyl-N-methyl-propionamide